ClC=1C=NN(C1C(=O)NC1=NC=C(C=C1C)C#CC1=CC=CC=C1)CC1(CCN(CC1)C(C(C)C)=O)F 4-chloro-1-((4-fluoro-1-isobutyrylpiperidin-4-yl)methyl)-N-(3-methyl-5-(phenylethynyl)pyridin-2-yl)-1H-pyrazole-5-carboxamide